[(2R,3R,4R,5R)-4-Acetoxy-2-[[bis(4-methoxyphenyl)-phenyl-methoxy]-methyl]-5-[2-(2-methylpropanoylamino)-6-oxo-1H-purin-9-yl]tetrahydrofuran-3-yl] acetate C(C)(=O)O[C@@H]1[C@H](O[C@H]([C@@H]1OC(C)=O)N1C=2N=C(NC(C2N=C1)=O)NC(C(C)C)=O)COC(C1=CC=CC=C1)(C1=CC=C(C=C1)OC)C1=CC=C(C=C1)OC